1'-(4,8-dimethoxy-2-naphthoyl)-7-isopropylspiro[isochroman-3,4'-piperidine]-1-one COC1=CC(=CC2=C(C=CC=C12)OC)C(=O)N1CCC2(CC1)OC(C1=CC(=CC=C1C2)C(C)C)=O